ethyl 3-(4-bromo-5-methyloxazol-2-yl)-3-(3-fluoro-4-methoxyphenyl)propanoate BrC=1N=C(OC1C)C(CC(=O)OCC)C1=CC(=C(C=C1)OC)F